benzyl (R)-3-(imidazo[1,5-a]pyrazin-3-yl)piperidine-1-carboxylate C=1N=C(N2C1C=NC=C2)[C@H]2CN(CCC2)C(=O)OCC2=CC=CC=C2